FC1=C(C=CC=C1F)C(C)(C)NC1=NC(=NC(=N1)C=1C=CC=2N(C1)C=NC2)N N4-[1-(2,3-Difluorophenyl)-1-methyl-ethyl]-6-imidazo[1,5-a]pyridin-6-yl-1,3,5-triazine-2,4-diamine